The molecule is a stilbenol that is trans-stilbene in which one of the phenyl groups is substituted by hydroxy groups at positions 3 and 4, while the other phenyl group is substituted by hydroxy groups at positions 3 and 5. It has a role as a protein kinase inhibitor, a tyrosine kinase inhibitor, an antineoplastic agent, a plant metabolite, a hypoglycemic agent and an apoptosis inducer. It is a stilbenol, a member of resorcinols, a member of catechols and a polyphenol. It derives from a hydride of a trans-stilbene. C1=CC(=C(C=C1/C=C/C2=CC(=CC(=C2)O)O)O)O